(3-Chloro-4-fluorophenyl)-1-(5-cyano-6-methoxypyridin-3-yl)-1-((5-(trifluoromethyl)-1H-pyrazol-3-yl)methyl)urea ClC=1C=C(C=CC1F)NC(N(CC1=NNC(=C1)C(F)(F)F)C=1C=NC(=C(C1)C#N)OC)=O